O=C1NC(CCC1N1C(N(C2=C1C=CC=C2CCCCCCCCCCNC(OC(C)(C)C)=O)C)=O)=O tert-butyl N-[10-[1-(2,6-dioxo-3-piperidyl)-3-methyl-2-oxo-benzimidazol-4-yl]decyl]carbamate